N-[(2-methylpyridin-4-yl)methyl]-1-(pyrimidin-5-yl)piperidin-3-amine CC1=NC=CC(=C1)CNC1CN(CCC1)C=1C=NC=NC1